CC(COC(CCCCC(=O)OCC(COC(CC(C)=O)=O)(C)C)=O)(COC(CC(CC)=O)=O)C adipic acid O1-[2,2-dimethyl-3-(3-oxobutanoyloxy) propyl] O6-[2,2-dimethyl-3-(3-oxopentanoyloxy) propyl] ester